(4-((5-chloro-4-((3aR,6aS)-5-(cyclopropylcarbonyl)-3a,6a-dimethylhexahydropyrrolo[3,4-c]pyrrol-2(1H)-yl)pyrimidin-2-yl)amino)-1H-pyrazol-1-yl)acetonitrile ClC=1C(=NC(=NC1)NC=1C=NN(C1)CC#N)N1C[C@]2(CN(C[C@]2(C1)C)C(=O)C1CC1)C